CC1=NC2=CC=C(C=C2N=C1C)C(C)=O 1-(2,3-dimethylquinoxalin-6-yl)ethan-1-one